2-[(2-ethylpyrazole-3-carbonyl)amino]-2-(4-methylcyclohexyl)acetic acid C(C)N1N=CC=C1C(=O)NC(C(=O)O)C1CCC(CC1)C